C(=O)(OCC1=CC=CC=C1)N[C@@H](CCCCN)C(=O)O e-carbobenzyloxy-L-lysine